4,6,8,10,16-pentamethylbehenate CC(CCC(=O)[O-])CC(CC(CC(CCCCCC(CCCCCC)C)C)C)C